(4-(cyclohexylamino)-2-((4-(4-methylpiperazin-1-yl)phenyl)amino)-7H-pyrrolo[2,3-d]pyrimidin-5-yl)(4-fluorophenyl)methanone C1(CCCCC1)NC=1C2=C(N=C(N1)NC1=CC=C(C=C1)N1CCN(CC1)C)NC=C2C(=O)C2=CC=C(C=C2)F